C(CC)OC1=C(C=CC=C1OCCC)C1=CC(=C(N(C)CCCC(=O)O)C(=C1)F)F 4-[4-(2,3-dipropoxyphenyl)-2,6-difluoro-N-methyl-anilino]butanoic acid